[CH-]1C=CC=C1.[C-]1(C=CC=C1)C(C(=O)O)C.[Fe+2] 1'-ferrocenylpropionic acid